C/C(=N\[H])/N e-1-methylformamidine